[O-]C1=CC=CC=C1.[O-]C1=CC=CC=C1.[O-]C1=CC=CC=C1.[O-]C1=CC=CC=C1.[Ti+4] titanium Tetraphenoxide